2-bromo-1-(4-(4-chlorophenoxy)-2-(trifluoromethyl)phenyl)-2-methylpropan-1-one BrC(C(=O)C1=C(C=C(C=C1)OC1=CC=C(C=C1)Cl)C(F)(F)F)(C)C